methyl 2-((tert-butoxycarbonyl)amino)-6-(1,1-difluoroethyl)nicotinate C(C)(C)(C)OC(=O)NC1=C(C(=O)OC)C=CC(=N1)C(C)(F)F